5-((5-Chloro-2-morpholinopyrimidin-4-yl)amino)-3-(3-hydroxy-3-methylbutyl)-1-methyl-1,3-dihydro-2H-benzo[d]imidazol-2-on ClC=1C(=NC(=NC1)N1CCOCC1)NC1=CC2=C(N(C(N2CCC(C)(C)O)=O)C)C=C1